CC1(C2CCC1(C(=O)C2)CS(=O)(=O)O)C (+/-)-camphor-10-sulphonic acid